3-[1-(3,4-difluorophenyl)-5-hydroxy-2-isopropyl-indole-3-yl]Cyclobutanecarboxylic acid FC=1C=C(C=CC1F)N1C(=C(C2=CC(=CC=C12)O)C1CC(C1)C(=O)O)C(C)C